C(#N)C=1C=CC(=NC1)NC(=O)N1CCCC2=CC=C(N=C12)C=O N-(5-cyanopyridin-2-yl)-7-formyl-3,4-dihydro-1,8-naphthyridine-1(2H)-carboxamide